C(CC)OC(C)O 1-propoxyethanol